ONCC1=CC=C(C=C1)NC1=NC=CC=C1 N-(4-((hydroxyamino)methyl)phenyl)pyridin-2-amine